2-(cyclopent-1,4-dien-1-yl)ethan-1-amine C1(=CCC=C1)CCN